CCOC1=C(C(=O)O[C@@H]1[C@@H]2COC(O2)(C)C)O 3-O-ethyl-5,6-O-isopropylidene-L-ascorbic acid